2-(2-(2-(5-(methoxycarbonyl)-1-methyl-1H-pyrazol-3-yl)hydrazineylidene)ethylidene)-1,1,1-trimethylhydrazin-1-ium iodide [I-].COC(=O)C1=CC(=NN1C)NN=CC=N[N+](C)(C)C